5-(3-ethoxypyridazin-4-yl)-1-isopropyl-3-methyl-N-[(5-methyl-1,3,4-oxadiazol-2-yl)methyl]pyrazolo[4,3-b]pyridin-7-amine C(C)OC=1N=NC=CC1C1=CC(=C2C(=N1)C(=NN2C(C)C)C)NCC=2OC(=NN2)C